N-eicosapentaenoyl-leucine C(C=CC=CC=CC=CC=CCCCCCCCCC)(=O)N[C@@H](CC(C)C)C(=O)O